(S)-(5-(4-(trifluorometh-yl)phenoxy)-3,4-dihydro-isoquinolin-2(1H)-yl)(1-((trifluoromethyl)sulfonyl)pyrrolidin-3-yl)meth-anone FC(C1=CC=C(OC2=C3CCN(CC3=CC=C2)C(=O)[C@@H]2CN(CC2)S(=O)(=O)C(F)(F)F)C=C1)(F)F